C1(CC1)C1=NC=NC(=C1C1=NN2C(N(CCC2)CC2=CC=C(C=C2)C=2N(C=C(N2)C(F)(F)F)C(C)C)=C1)OC 2-(4-cyclopropyl-6-methoxypyrimidin-5-yl)-4-(4-(1-isopropyl-4-(trifluoromethyl)-1H-imidazol-2-yl)benzyl)-4,5,6,7-tetrahydropyrazolo[1,5-a]pyrimidine